7-(1-propenylpyrrolidin-3-yl)-2-(4-(2-fluorophenoxy)phenyl)-1H-imidazo[1,2-b]pyrazole-3-carboxamide C(=CC)N1CC(CC1)C1=C2N(N=C1)C(=C(N2)C2=CC=C(C=C2)OC2=C(C=CC=C2)F)C(=O)N